CN(C(C)C1=CC=C(C(=O)O)C=C1)C1=NC(=NC(=C1C)C)C 4-[1-[methyl-(2,5,6-trimethylpyrimidin-4-yl)amino]ethyl]benzoic acid